FC1=CC=C(C=C1)[C@@H](C(=O)NC1=NC=CC(=C1)C1=C(C=2C(N(C=C(C2N1)CC(F)(F)F)C)=O)C1=CC=CC=C1)C (2S)-2-(4-fluorophenyl)-N-{4-[5-methyl-4-oxo-3-phenyl-7-(2,2,2-trifluoroethyl)-4,5-dihydro-1H-pyrrolo[3,2-c]pyridin-2-yl]pyridin-2-yl}propanamide